FC1=C(OCC2=CC=C(C=C2)C=2N=C(N3C2C=NC=C3)[C@H]3N(CCCC3)C(C#CC)=O)C=CC=C1F (S)-1-(2-(1-(4-((2,3-difluorophenoxy)methyl)phenyl)imidazo[1,5-a]pyrazin-3-yl)piperidin-1-yl)but-2-yn-1-one